4-(4-((1R,5S)-3,8-diazabicyclo[3.2.1]octan-3-yl)-8-fluoro-2-((tetrahydro-1H-pyrrolizin-7a(5H)-yl)methoxy)pyrido[4,3-d]pyrimidin-7-yl)isoquinolin-1-ol [C@H]12CN(C[C@H](CC1)N2)C=2C1=C(N=C(N2)OCC23CCCN3CCC2)C(=C(N=C1)C1=CN=C(C2=CC=CC=C12)O)F